N-cyclopropylpyridiniumcarboxamide C1(CC1)NC(=O)[N+]1=CC=CC=C1